BrC=1C=C(SC1C)C1CC(N(S(N1)(=O)=O)C)C(=O)NC1=CC(=C(C=C1)F)Cl 5-(4-bromo-5-methylthiophen-2-yl)-N-(3-chloro-4-fluorophenyl)-2-methyl-1,2,6-thiadiazinane-3-carboxamide 1,1-dioxide